(R)-4-(2-amino-4-methylphenyl)-N-(1-methylpiperidin-3-yl)phthalazin-1-amine NC1=C(C=CC(=C1)C)C1=NN=C(C2=CC=CC=C12)N[C@H]1CN(CCC1)C